OCC(CC)N1C(=NN=C1)C1=CC=CC(=N1)N1CC=2C(=NC(=CC2C1=O)C1(CC1)C)CNC 2-(6-{4-[(2ξ)-1-hydroxybutan-2-yl]-4H-1,2,4-triazol-3-yl}pyridin-2-yl)-4-[(methylamino)methyl]-6-(1-methylcyclopropyl)-2,3-dihydro-1H-pyrrolo[3,4-c]pyridin-1-one